3-(N-(4-chloro-5-cyano-2-(cyclobutylmethoxy)phenyl)sulfamoyl)-4-cyclopropylbenzoic acid ClC1=CC(=C(C=C1C#N)NS(=O)(=O)C=1C=C(C(=O)O)C=CC1C1CC1)OCC1CCC1